C(C)OC1=NC=CC=C1C1=NC(=C(C=C1)OCC1CN(CC1)C1=C(C=C(C=C1)F)C(F)(F)F)C(=O)N[C@H]1CNCC1 2'-ethoxy-5-({1-[4-fluoro-2-(trifluoromethyl)phenyl]pyrrolidin-3-yl}methoxy)-N-[(3R)-pyrrolidin-3-yl][2,3'-bipyridine]-6-carboxamide